4-bromo-N'-(tert-butyldimethylsilyl)-N-methylpyridine-2-sulfonimidamide BrC1=CC(=NC=C1)S(=O)(NC)=N[Si](C)(C)C(C)(C)C